3-Methyl-4-[3-[3-(methylamino)propoxy]propyl-2-oxo-benzimidazol-1-yl]piperidine-2,6-dione CC1C(NC(CC1N1C(NC2=C1C=CC=C2CCCOCCCNC)=O)=O)=O